[2-(2-furylmethylcarbamoylamino)-2-oxo-ethyl] 4-[(4-methyl-2-oxo-chromen-7-yl)oxy-methyl]benzoate CC1=CC(OC2=CC(=CC=C12)OCC1=CC=C(C(=O)OCC(=O)NC(NCC=2OC=CC2)=O)C=C1)=O